CC1=CC=C(C=C1)S(=O)(=O)OCCC(CCOC1=CC=C(C=C1)C1CCN(CC1)C1=CC(=C(C=C1)C#N)C(F)(F)F)(F)F 5-(4-(1-(4-cyano-3-(trifluoromethyl) phenyl) piperidin-4-yl) phenoxy)-3,3-difluoropentyl 4-methylbenzenesulfonate